4-(4'-methyl-[1,1'-biphenyl]-4-yl)-1H-1,2,3-triazole-5-carboxylic acid CC1=CC=C(C=C1)C1=CC=C(C=C1)C=1N=NNC1C(=O)O